FC=1C=CC(=C2C=CN=CC12)CC(=O)N (8-fluoroisoquinolin-5-yl)acetamide